7-((2-bromoacetoxy)methyl)-3-((3-isopropoxy-3-oxopropyl)amino)benzo[e][1,2,4]triazine-1,4-dioxide BrCC(=O)OCC1=CC2=C([N+](=C(N=[N+]2[O-])NCCC(=O)OC(C)C)[O-])C=C1